N1=NC2=C3C(=CN=CC=C13)N(C=C2)C(=O)[O-] 1,2,5,7-tetraazabenzo[cJ]azulene-5-carboxylate